ClC1=C(C=C(C=C1)C1(O[C@@H]([C@H]([C@@H]([C@H]1O)O)O)CO)C)CC1=CC=C(C=C1)O (3R,4S,5S,6R)-2-(4-chloro-3-(4-hydroxybenzyl)phenyl)-6-(hydroxymethyl)-2-methyltetrahydro-2H-pyran-3,4,5-triol